1-[3-acetyl-6-[5-[(6-methyl-3-pyridinyl)amino]benzimidazol-1-yl]-2-pyridinyl]-5-methyl-pyrazole-3-carbonitrile C(C)(=O)C=1C(=NC(=CC1)N1C=NC2=C1C=CC(=C2)NC=2C=NC(=CC2)C)N2N=C(C=C2C)C#N